[4-[(3-cyclopropyl-1,2,4-oxadiazol-5-yl)-(4-fluorophenyl)methyl]-1-piperidyl]-[6-(3-cyclopropyl-1,2,4-triazol-1-yl)-2-azaspiro[3.3]heptan-2-yl]methanone C1(CC1)C1=NOC(=N1)C(C1CCN(CC1)C(=O)N1CC2(C1)CC(C2)N2N=C(N=C2)C2CC2)C2=CC=C(C=C2)F